2-cyano-5-methylsulfanyl-pyridine-4-carboxylic acid C(#N)C1=NC=C(C(=C1)C(=O)O)SC